1-octyl-tri-ethoxysilane C(CCCCCCC)[Si](OCC)(OCC)OCC